C(C)(C)(C)C=1C=CC(=NC1)N1C(N(C(C1=O)(C)C)CC1=CC(=NC=C1)NC(C)C)=O 3-(5-(tert-butyl)pyridin-2-yl)-1-((2-(isopropylamino)pyridin-4-yl)methyl)-5,5-dimethylimidazolidine-2,4-dione